7-(2-fluorophenoxy)-4-methyl-1,5-naphthyridin-2-amine FC1=C(OC2=CN=C3C(=CC(=NC3=C2)N)C)C=CC=C1